C1N(CCC2=CC=CC=C12)[C@@H]1[C@H](CNCC1)O (3S,4S)-4-(3,4-dihydroisoquinolin-2(1H)-yl)-3-hydroxypiperidine